8-cyclopentyl-5-methyl-2-(methylthio)-7-oxo-7,8-dihydropyrido[2,3-d]pyrimidine-6-carbonitrile C1(CCCC1)N1C(C(=C(C2=C1N=C(N=C2)SC)C)C#N)=O